2-amino-9-((2r,3r,5s)-5-((S)-2-amino-1-hydroxyethyl)-3-hydroxytetrahydrofuran-2-yl)-7-(prop-2-yn-1-yl)-7,9-dihydro-1H-purine-6,8-dione NC=1NC(C=2N(C(N(C2N1)[C@@H]1O[C@@H](C[C@H]1O)[C@H](CN)O)=O)CC#C)=O